CN1CC2C(CC1)CN(C2)C=2N=NC(=CN2)C2=C(C=C(C=C2)C=2C=NNC2)O 2-[3-(5-methyl-octahydro-2H-pyrrolo[3,4-c]pyridin-2-yl)-1,2,4-triazin-6-yl]-5-(1H-pyrazol-4-yl)phenol